2-[(3S,4S,5R)-1-benzyl-4-fluoro-5-methyl-3-piperidyl]ethoxy-tert-butyl-diphenyl-silane C(C1=CC=CC=C1)N1C[C@@H]([C@H]([C@@H](C1)C)F)CCO[Si](C1=CC=CC=C1)(C1=CC=CC=C1)C(C)(C)C